C[C@@H]1CN(C[C@@H](O1)C)C(=O)C=1C2=C(N(N1)CC(=O)N1CCN(CC1)C1=C(C(=CC=C1)C)C)CC1C2C1 2-{3-[(2R,6S)-2,6-dimethylmorpholine-4-carbonyl]-3b,4,4a,5-tetrahydro-1H-cyclopropa[3,4]cyclopenta[1,2-c]pyrazol-1-yl}-1-[4-(2,3-dimethylphenyl)piperazin-1-yl]ethan-1-one